O[C@]1(C2(C(=C3C=C(CC3=C1)CO)C)CC2)C (R)-6'-hydroxy-2'-(hydroxymethyl)-4',6'-dimethylspiro[cyclopropane-1,5'-inden]